FC=1C=C2N(CCN(C2=CC1)C(=O)N1CC(CC1)NC(C)=O)C1=CC=C(C=C1)F N-(1-(6-fluoro-4-(4-fluorophenyl)-1,2,3,4-Tetrahydroquinoxaline-1-carbonyl)pyrrolidin-3-yl)acetamide